ClC1=C(C(=CC=C1F)Cl)C(C)OC=1C=C2C(=NNC2=CC1)NC1=C(C=CC=C1)NC(C=C)=O N-(2-((5-(1-(2,6-dichloro-3-fluorophenyl)ethoxy)1H-indazol-3-yl)amino)phenyl)acrylamide